t-butyl (2R,6S)-2,6-dimethyl-4-oxopiperidin-1-carboxylate C[C@H]1N([C@H](CC(C1)=O)C)C(=O)OC(C)(C)C